(1S,4S)-6-oxo-2,5-diazabicyclo[2.2.1]heptane-2-carboxylic acid tert-butyl ester C(C)(C)(C)OC(=O)N1[C@@H]2C(N[C@H](C1)C2)=O